Trans-4-[[2-chloro-6-[4-[4-[(4R)-4-amino-2-oxo-pyrrolidin-1-yl]phenyl]sulfonylpiperazin-1-yl]-4-pyridyl]-difluoro-methyl]-N-(2-pyrrolidin-1-ylethyl)cyclohexanecarboxamide ClC1=NC(=CC(=C1)C([C@@H]1CC[C@H](CC1)C(=O)NCCN1CCCC1)(F)F)N1CCN(CC1)S(=O)(=O)C1=CC=C(C=C1)N1C(C[C@H](C1)N)=O